5-[4-({7-[1-(1-ethoxyethyl)pyrazol-4-yl]-8-isopropoxy-[1,2,4]triazolo[1,5-c]pyrimidin-2-yl}amino)-3-fluorobenzenesulfonyl]furan-2-carbaldehyde C(C)OC(C)N1N=CC(=C1)C1=C(C=2N(C=N1)N=C(N2)NC2=C(C=C(C=C2)S(=O)(=O)C2=CC=C(O2)C=O)F)OC(C)C